methylene-3-(3',5'-di-tert-butyl-4-hydroxyphenyl)propionate C=C(C(=O)[O-])CC1=CC(=C(C(=C1)C(C)(C)C)O)C(C)(C)C